(2S,11aS)-6-isopropoxy-8-methyl-2-((2-oxo-1,2,3,4-tetrahydroquinolin-7-yl)oxy)-2,3,11,11a-tetrahydro-1H,5H-benzo[f]pyrrolo[2,1-c][1,4]oxazepin-5-one C(C)(C)OC1=CC(=CC2=C1C(N1[C@H](CO2)C[C@@H](C1)OC1=CC=C2CCC(NC2=C1)=O)=O)C